5-((7-methoxy-1H-imidazo[4,5-c]cinnolin-1-yl)methyl)pyridine-2-sulfonamide COC=1C=CC=2C3=C(N=NC2C1)N=CN3CC=3C=CC(=NC3)S(=O)(=O)N